3-(2,4-dimethylbenzenesulfonyl)-8-[4-(oxetan-3-yl)piperazin-1-yl]-4H,5H-[1,2,3]triazolo[1,5-a]quinazolin-5-one CC1=C(C=CC(=C1)C)S(=O)(=O)C=1N=NN2C1NC(C1=CC=C(C=C21)N2CCN(CC2)C2COC2)=O